ClC1=C2C(=NNC2=CC=C1)N1C(C(C1)(F)F)C 4-chloro-3-(3,3-difluoro-2-methyl-azetidin-1-yl)-1H-indazole